(2r,5s)-2,5-dimethyl-4-(3-methyl-1H-pyrrolo[3,2-c]pyridin-4-yl)piperazine-1-carboxylic acid tert-butyl ester C(C)(C)(C)OC(=O)N1[C@@H](CN([C@H](C1)C)C1=NC=CC2=C1C(=CN2)C)C